5-((4-(1H-imidazol-1-yl)benzyl)oxy)pyridazin-3-amine N1(C=NC=C1)C1=CC=C(COC=2C=C(N=NC2)N)C=C1